5-nitro-6-((2,2,2-trifluoroethoxy)methyl)benzo[d][1,3]dioxole [N+](=O)([O-])C1=CC2=C(OCO2)C=C1COCC(F)(F)F